3-[[5-[4-Chloro-3-(difluoromethoxy)phenyl]-2-methyl-3-pyridyl]methyl]oxazolidin-2-one ClC1=C(C=C(C=C1)C=1C=C(C(=NC1)C)CN1C(OCC1)=O)OC(F)F